C(C)(=O)/C(/C(=O)Cl)=C\C1=CC(O)=C(O)C=C1 acetyl-caffeoyl chloride